2,2-dimethyltetrahydro-4H-cyclopenta[d][1,3]dioxol-4-ol CC1(OC2C(O1)CCC2O)C